C(C)(C)(C)OC(=O)NC1CCC(OC1)C(=O)O 5-(tert-butoxycarbonylamino)-tetrahydro-2H-pyran-2-carboxylic acid